ClC=1C(N(C(=CC1O)C)C1=CC(=NC=C1Cl)N1N=C(C(=C1)F)C(C)(C)NC(C)=O)=O N-(2-(1-(3,5'-dichloro-4-hydroxy-6-methyl-2-oxo-2H-[1,4'-bipyridyl]-2'-yl)-4-fluoro-1H-pyrazol-3-yl)propan-2-yl)acetamide